ClC=1N=C(NC1[C@H]1[C@H](CN(CC1)S(=O)(=O)C1=CN=C(S1)N)C)C1=NC=C(C=C1)F 5-[[(3R,4R)-4-[4-Chloro-2-(5-fluoro-2-pyridyl)-1H-imidazol-5-yl]-3-methyl-1-piperidyl]sulfonyl]thiazol-2-amine